di(p-chlorobenzylidene)sorbitol ClC1=CC=C(C=C([C@H]([C@H]([C@@H]([C@H](C(O)=CC2=CC=C(C=C2)Cl)O)O)O)O)O)C=C1